OC1=NOC2=C(C=C1)C=CC(=C2O)CNCCO 3,9-dihydroxy-8-(((2-hydroxyethyl)amino)methyl)benzo[5,6]oxazepin